4-chloro-2-methyl-6-[4-(trifluoromethyl)-phenoxy]pyrimidine ClC1=NC(=NC(=C1)OC1=CC=C(C=C1)C(F)(F)F)C